1,3-Benzothiazole-5-carboxylic acid methyl ester COC(=O)C=1C=CC2=C(N=CS2)C1